N-(2,2-difluoroethyl)-4-{1-[5-(difluoromethyl)-1,3,4-thiadiazol-2-yl]-6-sulfamoylindazol-4-yl}-N-methylpiperazine-1-carboxamide FC(CN(C(=O)N1CCN(CC1)C1=C2C=NN(C2=CC(=C1)S(N)(=O)=O)C=1SC(=NN1)C(F)F)C)F